triazolo[1,5-c]pyrimidin-5-amine N1=NC=C2N1C=NC(=C2)N